F[C@H]1CN(CC[C@H]1NC=1C=2C=C(N(C2C=CC1)CC(F)(F)F)C=1SC=C(C1)CNC1=CC=C(C=C1)S(=O)(=O)C)C N-[(3S,4R)-3-fluoro-1-methylpiperidin-4-yl]-2-(4-{[(4-methanesulfonyl-phenyl)amino]meth-yl}thiophen-2-yl)-1-(2,2,2-trifluoroethyl)-1H-indol-4-amine